ClC1=C(C(=NC(=C1)Cl)C)C#N 4,6-dichloro-2-methylpyridine-3-carbonitrile